1-(6-(Ethoxycarbonyl)-2,2-difluoro-[1,3]dioxolano[4,5-g]quinolin-7-yl)pyridine C(C)OC(=O)C1=NC=2C=C3C(=CC2C=C1N1CC=CC=C1)OC(O3)(F)F